p-propionyl-cyclohexanone C(CC)(=O)C1CCC(CC1)=O